N-(3-chloro-5-(methylsulfonamido)phenyl)-6-methoxybenzo[b]thiophene-2-carboxamide ClC=1C=C(C=C(C1)NS(=O)(=O)C)NC(=O)C1=CC2=C(S1)C=C(C=C2)OC